N-(2-(Benzylamino)-1-(4-fluorophenyl)-2-oxoethyl)-N-(3-chlorophenyl)-propiolamide C(C1=CC=CC=C1)NC(C(C1=CC=C(C=C1)F)N(C(C#C)=O)C1=CC(=CC=C1)Cl)=O